CN(C(OC=1C=C2C(N(CC2=CC1)C1C(NC(CC1)=O)=O)=O)=O)C=1SC2=C(N1)C=CC=C2 (2-(2,6-dioxopiperidin-3-yl)-3-oxoisoindolin-5-yl) methylbenzo[d]thiazol-2-ylcarbamate